N-[(1R,2S)-2-fluorocyclopropyl]-8-(methylamino)-6-[4-(piperazin-1-yl)-2,3-dihydroindol-1-yl]imidazo[1,2-b]pyridazine-3-carboxamide trifluoroacetate FC(C(=O)O)(F)F.F[C@@H]1[C@@H](C1)NC(=O)C1=CN=C2N1N=C(C=C2NC)N2CCC1=C(C=CC=C21)N2CCNCC2